2-(6-chloro-2-(ethylsulfanyl)pyrazolo[1,5-a]pyrimidin-3-yl)-3-methyl-6-(trifluoromethyl)-3H-imidazo[4,5-b]pyridine ClC=1C=NC=2N(C1)N=C(C2C2=NC=1C(=NC=C(C1)C(F)(F)F)N2C)SCC